tetrachlorophthalide C1C2=C(C(=C(C(=C2Cl)Cl)Cl)Cl)C(=O)O1